ClC=1C=C2CN(C(C2=C(C1)C(F)(F)F)=O)C1C(NC(CC1)=O)=O 3-(5-chloro-1-oxo-7-(trifluoromethyl)isoindolin-2-yl)piperidine-2,6-dione